7-((2-((4-(Hydroxymethyl)phenyl)amino)-5-(trifluoromethyl)pyrimidin-4-yl)-oxy)-2-methylisoindolin-1-one OCC1=CC=C(C=C1)NC1=NC=C(C(=N1)OC=1C=CC=C2CN(C(C12)=O)C)C(F)(F)F